BrC1=NC=C(C=N1)O[C@@H]1C[C@@H](N(C1)C(=O)OC(C)(C)C)C tert-butyl (2S,4R)-4-((2-bromopyrimidin-5-yl)oxy)-2-methylpyrrolidine-1-carboxylate